C[NH+](CCC1=CNC2=CC=CC=C12)C 3-[2-(Dimethylazaniumyl)ethyl]-1H-indol